[Si](C)(C)(C(C)(C)C)OCCC#CC1=CN=C(C=C1C(=O)N)Cl 5-(4-((tert-butyldimethylsilyl)oxy)but-1-yn-1-yl)-2-chloroisonicotinamide